tert-butyl 2-[4-[4-(2,6-dioxo-3-piperidyl)-2-fluoro-phenyl]-3,3-difluoro-1-piperidyl]acetate O=C1NC(CCC1C1=CC(=C(C=C1)C1C(CN(CC1)CC(=O)OC(C)(C)C)(F)F)F)=O